NC1=NC=NC=2N(C3=CC=C(C=C3C21)C=2C=C(C=CC2)C)CC(=O)N2[C@@H]1C[C@@H]1C[C@H]2C(=O)NC2=NC(=CC=C2)Br (1R,3S,5R)-2-(2-(4-amino-6-(m-tolyl)-9H-pyrimido[4,5-b]indol-9-yl)acetyl)-N-(6-bromopyridin-2-yl)-2-azabicyclo[3.1.0]hexane-3-carboxamide